ClC=1C(=NC(=NC1)NC1CCOCC1)C1=CC=C2CN(C(C2=C1)=O)CC(=O)N[C@H]([C@H](C)O)C=1SC=CC1 2-(6-{5-chloro-2-[(oxacyclohex-4-yl)amino]pyrimidin-4-yl}-1-oxo-2,3-dihydro-1H-isoindol-2-yl)-N-[(1R,2S)-2-hydroxy-1-(thiophen-2-yl)propyl]acetamide